tungsten cadmium telluride [Te-2].[Cd+2].[W+4].[Te-2].[Te-2]